NC=1C2=C(N=CN1)C(=C(N2C2=CC(=C(C=C2)OC2=NC=CC(=N2)C)F)C2=C(C=CC=N2)F)C 6-(4-amino-5-(3-fluoro-4-((4-methylpyrimidin-2-yl)oxy)phenyl)-7-methyl-5H-pyrrolo[3,2-d]pyrimidin-6-yl)-5-fluoropyridin